fmoc-L-arginine C(=O)(OCC1C2=CC=CC=C2C2=CC=CC=C12)N[C@@H](CCCNC(N)=N)C(=O)O